Cl.N[C@H](C(=O)OC(C)(C)C)C tert-butyl (2S)-2-aminopropanoate hydrochloride